ClC1=C(C=C(S1)C(=O)O)N(C)C 5-chloro-4-(dimethylamino)thiophene-2-carboxylic acid